O1[C@H](COCC1)COC1=CC=C(C=C1)C=1C=C(C(NC1C(F)(F)F)=O)C(=O)N |r| Racemic-5-(4-((1,4-dioxan-2-yl)methoxy)phenyl)-2-oxo-6-(trifluoromethyl)-1,2-dihydropyridin-3-carboxamide